C(C)[S@](=O)(=N)C=1C=C(C=NC1C1=NC2=C(C=NC(=C2)C(F)(F)F)N1C)C(C#N)(C)C |r| racemic-2-[5-(ethylsulfonimidoyl)-6-[3-methyl-6-(trifluoromethyl)imidazo[4,5-c]pyridin-2-yl]-3-pyridyl]-2-methyl-propanenitrile